Bis-aminodimethylbenzyl-benzene tert-butyl-N-[2-[(5S)-2-oxo-3-(3-oxo-4H-pyrazino[2,3-b][1,4]oxazin-6-yl)oxazolidin-5-yl]ethyl]carbamate C(C)(C)(C)OC(NCC[C@H]1CN(C(O1)=O)C1=NC2=C(OCC(N2)=O)N=C1)=O.NC=1C(=C(C(=C(C1)CC1=CC=CC=C1)C)C)N